C(C(=C)C)(=O)OCCC[Si](C1=CC=CC=C1)(OC)OC 3-(methacryloyloxy)propyldimethoxyphenylsilane